C(C)(C)(C)OC(=O)N[C@H](C(=O)N1[C@@H](C[C@H](C1)OC1=NC2=CC(=CC=C2N=C1C(F)(F)F)OC)C(=O)OC)C(C)(C)C Methyl (2S,4R)-1-((S)-2-((tert-butoxycarbonyl)amino)-3,3-dimethylbutanoyl)-4-((7-methoxy-3-(trifluoromethyl)quinoxalin-2-yl)oxy)pyrrolidine-2-carboxylate